BrC1=CC=C(C=C1)C1=NN=C(O1)CN[C@@H]1CC[C@H](CC1)NC(=O)C=1OC2=C(C1)C=C(C=C2)Cl trans-N-(4-(((5-(4-bromophenyl)-1,3,4-oxadiazol-2-yl)methyl)amino)cyclohexyl)-5-chlorobenzofuran-2-carboxamide